ethyl (E)-(3-(4-methoxyphenyl)acryloyl)-L-valinate COC1=CC=C(C=C1)/C=C/C(=O)N[C@@H](C(C)C)C(=O)OCC